FC(COC1=CC=C(C=N1)NC(O[C@H](C)[C@H](C)OC1=C(C=C2C(=N1)SC(=N2)C2=C1N=CC(=NC1=CC(=C2)C)OC)F)=O)(CO)F (2R,3S)-3-((6-fluoro-2-(2-methoxy-7-methylquinoxalin-5-yl)thiazolo[5,4-b]pyridin-5-yl) oxy)butan-2-yl (6-(2,2-difluoro-3-hydroxypropoxy)pyridin-3-yl)carbamate